C(C)(=O)N(C1=C(C=C(C=C1)C1=CC=C(C=N1)C(=O)NCCC1CCCCC1)Cl)CC1CC1 6-[4-[acetyl(cyclopropylmethyl)amino]-3-chloro-phenyl]-N-(2-cyclohexylethyl)pyridine-3-carboxamide